(1S)-6-chloro-2-[4-(difluoromethyl)pyrimidin-2-yl]-1-(2-methylpropyl)-2,3,4,9-tetrahydro-1H-pyrido[3,4-b]indole ClC=1C=C2C3=C(NC2=CC1)[C@@H](N(CC3)C3=NC=CC(=N3)C(F)F)CC(C)C